C(C)(C)(C)OC(=O)N1[C@H]2[C@H]([C@H](C[C@@H]1CCC2)OC2=CN=C(N=N2)C2=C(C=C(C=C2)C=2C=NN(C2)C)O)F (1r,2r,3s,5s)-2-fluoro-3-((3-(2-hydroxy-4-(1-methyl-1H-pyrazol-4-yl)phenyl)-1,2,4-triazin-6-yl)oxy)-9-azabicyclo[3.3.1]nonane-9-carboxylic acid tert-butyl ester